F[C@H]1C[C@H](N2N=C(N=C21)C(=O)N(C)OC)C2=CC=CC=C2 (5S,7S)-7-fluoro-N-methoxy-N-methyl-5-phenyl-6,7-dihydro-5H-pyrrolo[1,2-b][1,2,4]triazole-2-carboxamide